(((3aR,4S,6R,6aS)-6-((6-chloro-5-nitro-2-(propylsulfanyl)pyrimidin-4-yl)amino)-2,2-dimethyltetrahydro-4H-cyclopenta[d][1,3]dioxolan-4-yl)oxy)-ethanol ClC1=C(C(=NC(=N1)SCCC)N[C@@H]1C[C@@H]([C@@H]2[C@H]1OC(O2)(C)C)OC(C)O)[N+](=O)[O-]